COC(C(CCC(N(C)C)=O)C)=O 2-methyl-5-oxo-5-(dimethylamino)-pentanoic acid methyl ester